di(heptadecan-9-yl) 8,8'-(ethane-1,2-diyl-bis((2-hydroxyethyl)azanediyl))dioctanoate C(CN(CCO)CCCCCCCC(=O)OC(CCCCCCCC)CCCCCCCC)N(CCO)CCCCCCCC(=O)OC(CCCCCCCC)CCCCCCCC